FC(OC1=CC=C(C(=O)NC=2C=CC=C3C(=CC=NC23)C=2C=NN(C2)CC(F)(F)F)C=C1)F 4-(difluoromethoxy)-N-(4-(1-(2,2,2-trifluoroethyl)-1H-pyrazol-4-yl)quinolin-8-yl)benzamide